O[C@@H]1[C@@H](CO[C@@H]([C@@H]1O)CO)C(=O)NS(=O)(=O)C (3R,4R,5R,6R)-4,5-dihydroxy-6-(hydroxymethyl)-N-(methylsulfonyl)tetrahydro-2H-pyran-3-carboxamide